9-phenyl-9-(4-(triphenylsilyl)phenyl)-9H-fluorene C1(=CC=CC=C1)C1(C2=CC=CC=C2C=2C=CC=CC12)C1=CC=C(C=C1)[Si](C1=CC=CC=C1)(C1=CC=CC=C1)C1=CC=CC=C1